(S)-5-amino-4-(5-(((1S,2S)-2-((tert-butoxycarbonyl)amino)-5,5-difluorocyclohexyl)methyl)-1-oxoisoindolin-2-yl)-5-oxopentanoic acid tert-butyl ester C(C)(C)(C)OC(CC[C@@H](C(=O)N)N1C(C2=CC=C(C=C2C1)C[C@@H]1[C@H](CCC(C1)(F)F)NC(=O)OC(C)(C)C)=O)=O